4-(6-(4-Amino-4-(hydroxymethyl)piperidin-1-yl)pyridin-3-yl)-6-ethoxypyrazolo[1,5-a]pyridine-3-carbonitrile NC1(CCN(CC1)C1=CC=C(C=N1)C=1C=2N(C=C(C1)OCC)N=CC2C#N)CO